O1C=NC2=C1C(=CC=C2)C2=C(C=C1C(=NC=NC1=C2)N2CCN(CC2)C(C=C)=O)Cl 1-(4-(7-(benzo[d]oxazol-7-yl)-6-chloroquinazolin-4-yl)piperazin-1-yl)prop-2-en-1-one